ClC=1C=NC(=CN1)C1=C(C(=NC=C1)Cl)Cl 3-chloro-6-(2,3-dichloropyridin-4-yl)pyrazine